(S)-1-((S)-3-(4-(2-chloro-4-fluorophenyl)-1-oxo-1,2-dihydroisoquinolin-7-yl)-2-methylpropanoyl)piperidine-3-carboxylic acid ClC1=C(C=CC(=C1)F)C1=CNC(C2=CC(=CC=C12)C[C@@H](C(=O)N1C[C@H](CCC1)C(=O)O)C)=O